[2H]C([2H])([2H])N 1,1,1-trideuteromethylamine